C(C)OC(C)OC[C@H]1CO1 (2R)-2-[(1-ethoxyethoxy)methyl] ethylene oxide